2-phenyl-1,3-dithiolane C1(=CC=CC=C1)C1SCCS1